2-[2-(2-Bromo-5-thiazolyl)phenoxy]-5-(trifluoromethyl)pyrimidine BrC=1SC(=CN1)C1=C(OC2=NC=C(C=N2)C(F)(F)F)C=CC=C1